pyrazino[2,3][1,10]phenanthroline-2,3-dicarbonitrile N1=C(C(=CC2=CC=C3C=C4C(=NC3=C12)N=CC=N4)C#N)C#N